C1=2S(NC(C3=CC=CN=C3N3CCC(CCCCOC(N=C1)=CC2)C3)=O)(=O)=O 19-oxa-2λ6-thia-3,9,11,21-tetraazatetracyclo[18.2.2.111,14.05,10]pentacosa-1(23),5,7,9,20(24),21-hexaene-2,2,4-trione